COC1=C(C=CC(=C1)S(=O)(=O)C)NCC#CC1=C(C2=C(S1)C(=CC=C2)NC2CC1(C2)CCN(CC1)C)CC(F)(F)F N-(2-(3-((2-methoxy-4-(methylsulfonyl)phenyl)amino)prop-1-yn-1-yl)-3-(2,2,2-trifluoroethyl)benzo[b]thiophen-7-yl)-7-methyl-7-azaspiro[3.5]nonan-2-amine